COC(=O)C1=NSC=2C1=NC(=CC2C)Cl 5-chloro-7-methylisothiazolo[4,5-b]Pyridine-3-carboxylic acid methyl ester